N-(5-Bromo-2-(3-(dimethylamino)propoxy)pyridin-3-yl)-2-fluorobenzenesulfonamide BrC=1C=C(C(=NC1)OCCCN(C)C)NS(=O)(=O)C1=C(C=CC=C1)F